NC1=NC(=C(C(=N1)O)CC(C)(F)F)O 2-amino-5-(2,2-difluoropropyl)pyrimidine-4,6-diol